2-cyclopropyl-N-methoxy-N-methylacetamide C1(CC1)CC(=O)N(C)OC